[Ni].[Al] Aluminum Nickel